(4-((5-amino-7-fluoroimidazo[1,2-c]quinazolin-2-yl)-methyl)piperidin-1-yl)(5-fluoropyridin-2-yl)methanone NC1=NC=2C(=CC=CC2C=2N1C=C(N2)CC2CCN(CC2)C(=O)C2=NC=C(C=C2)F)F